5-methylene-6-methyl-norbornene C=C1C2C=CC(C1C)C2